methyl-3-fluoroimidazo[1,2-a]pyridine-8-carboxylate COC(=O)C=1C=2N(C=CC1)C(=CN2)F